C(#N)C1(CC1)CNC=1C=C(C(=O)OC)C=C(C1[N+](=O)[O-])OC methyl 3-(((1-cyanocyclopropyl)methyl)amino)-5-methoxy-4-nitrobenzoate